2-[(2,4-dimethylpyridine-3-carbonyl)amino]-4-[4-(5,6,7,8-tetrahydro-1,8-naphthyridin-2-yl)butoxy]butanoic acid CC1=NC=CC(=C1C(=O)NC(C(=O)O)CCOCCCCC1=NC=2NCCCC2C=C1)C